ClC1=CC=C(CS(=O)(=O)Cl)C=C1 4-Chlorobenzylsulfonyl chloride